9-[4-(trifluoromethyl)phenyl]-9H-pyrido[3,4-b]indole-6-carboxylic acid FC(C1=CC=C(C=C1)N1C2=C(C3=CC(=CC=C13)C(=O)O)C=CN=C2)(F)F